CN(CCN(CCO)C)C trimethyl-N'-(β-hydroxyethyl)-ethylenediamine